C(C=C)(=O)[Zn].[Al].[Mg] magnesium-aluminum alloyl-zinc